COC(C(C(C)C)C1=CC(=NO1)N1CCC(CC1)C(=O)OC(C)(C)C)=O tert-butyl 1-(5-(1-methoxy-3-methyl-1-oxobutan-2-yl)isoxazol-3-yl)piperidine-4-carboxylate